furfurylaminobenzoxazine C(C1=CC=CO1)NC=1NOC2=C(C1)C=CC=C2